4-[(S)-(5-chloro-2-pyridyl)-(4,4-difluorocyclohexyl)methyl]piperidin-4-ol ClC=1C=CC(=NC1)[C@@H](C1(CCNCC1)O)C1CCC(CC1)(F)F